Cl.N[C@H](C(=O)OC(C)(C)C)[C@H](CC)C tert-butyl (2S,3S)-2-amino-3-methylpentanoate hydrochloride